FC1=C(C=CC(=C1)F)NC(C1=NC(=CC=C1)N1C=NC=C1)=O N-(2,4-difluorophenyl)-6-(1H-imidazol-1-yl)picolinamide